tert-butyl 4-acetamido-2-azabicyclo[2.2.1]heptane-2-carboxylate C(C)(=O)NC12CN(C(CC1)C2)C(=O)OC(C)(C)C